C(#N)C=1C=CC(=C(C1)C1=NN=CO1)OC 5-(5-cyano-2-methoxyphenyl)-1,3,4-oxadiazole